tert-butyl 2-[4-(ethoxycarbonyl)-5-methyl-1,2,3-triazol-1-yl]-7-azaspiro[3.5]nonane-7-carboxylate C(C)OC(=O)C=1N=NN(C1C)C1CC2(C1)CCN(CC2)C(=O)OC(C)(C)C